N1N=CCC1C(=O)N 4,5-dihydro-1H-pyrazole-5-carboxamide